NC1=NC=CC(=N1)C(=O)N[C@@H]1CNC[C@H]1NC(C1=CC=C(C=C1)C(O)C1=C(C(=CC=C1O)OC)F)=O 2-amino-N-[(3R,4R)-4-{4-[(2-fluoro-6-hydroxy-3-methoxyphenyl)(hydroxy)methyl]benzamido}pyrrolidin-3-yl]pyrimidine-4-carboxamide